C(C=C)(=O)N1CC(CCC1C)NC1=C2C(=NC=C1C(=O)OCC)NC=C2 ethyl 4-((1-acryloyl-6-methylpiperidin-3-yl)amino)-1H-pyrrolo[2,3-b]pyridine-5-carboxylate